FC(OC1=C(C(=C(C=C1)NC=1C2=C(N=CN1)C=CC(=N2)O[C@@H]2CN(CC2)C(=O)OC(C)(C)C)F)F)F tert-butyl (S)-3-((4-((4-(difluoromethoxy)-2,3-difluorophenyl)amino)pyrido[3,2-d]pyrimidin-6-yl)oxy)pyrrolidine-1-carboxylate